C(C=C)(=O)OCCC[Si](OC)(OC)OC 3-(acryloxy)propyltrimethoxysilane